FC1=C(C=CC=C1)NCC=1N=C(N(C1)C=1C=CC=2N(C1)C(=CN2)C(=O)N2CC(C2)O)C2=NC(=CC=C2)C (6-(4-(((2-Fluorophenyl)amino)methyl)-2-(6-methylpyridin-2-yl)-1H-imidazol-1-yl)imidazo[1,2-a]pyridin-3-yl)(3-hydroxyazetidine-1-yl)methanone